CC(=CCC)CCC=C(C)C 4,8-dimethylnona-3,7-dien